CN(C1=CC=C(C=C1)P(C)(C)=O)C (4-(dimethylamino)phenyl)dimethylphosphine oxide